C1(CC1)NC(C1=CC(=C(C=C1)C)C=1C=NN(C1)C1=CN=C2N1C=C(C=C2)S(=O)(=O)CC)=O N-cyclopropyl-3-{1-[6-(ethanesulfonyl)imidazo[1,2-a]pyridin-3-yl]-1H-pyrazol-4-yl}-4-methylbenzamide